FC(C1=CC=C(C=C1)C1=NN=C(C2=CC=CC=C12)NCC1(C(COCC1)O)O)(F)F 4-(((4-(4-(trifluoromethyl)phenyl)phthalazin-1-yl)amino)methyl)tetrahydro-2H-pyran-3,4-diol